ClC=1C=C(C(=NC1)NC1C[C@H](N(C[C@@H]1C)C(=O)OC(C)(C)C)C)[N+](=O)[O-] Tert-Butyl (2R,5S)-4-((5-chloro-3-nitropyridin-2-yl)amino)-2,5-dimethylpiperidine-1-carboxylate